C(C)(=O)NC1C[C@H]2CC(C[C@H]2C1)C(=O)NC1=NC=C(C(=C1)C=1C=C(N2CC(CC12)(C)C)C#N)Cl (2r,3aR,5s,6aS)-5-acetamido-N-(5-chloro-4-(5-cyano-2,2-dimethyl-2,3-dihydro-1H-pyrrolizin-7-yl)pyridin-2-yl)octahydropentalene-2-carboxamide